1-(4-cyanopyrimidin-2-yl)-3-oxo-piperidine-4-carboxylic acid ethyl ester C(C)OC(=O)C1C(CN(CC1)C1=NC=CC(=N1)C#N)=O